6-[4-(4-fluoro-3-methoxy-phenyl)-1,2,4-triazol-3-yl]-4-methyl-1H-benzimidazole FC1=C(C=C(C=C1)N1C(=NN=C1)C=1C=C(C2=C(NC=N2)C1)C)OC